N-isopropyl-2-(1-methyl-2-oxo-2,3-dihydro-1H-pyrido[2,3-b][1,4]thiazin-3-yl)acetamide C(C)(C)NC(CC1C(N(C2=C(S1)N=CC=C2)C)=O)=O